methyl (R)-2-(3-(4,4,5,5-tetramethyl-1,3,2-dioxaborolan-2-yl)phenoxy)propanoate CC1(OB(OC1(C)C)C=1C=C(O[C@@H](C(=O)OC)C)C=CC1)C